Cl.N1C(CNCC1)C(C#N)([2H])[2H] 2-(piperazin-2-yl)acetonitrile-d2 Hydrochloride salt